CC[C@@]12CCC[C@H]1[C@@H]1CCC=3CC=CCC3[C@H]1CC2 18-methylestra-2,5(10)-diene